N1(CCC(CC1)C1CCNCC1)CC=1C=C(C=C(C1)C1=CC(=CC(=C1)Cl)Cl)CN1CCC(CC1)CNC(C)=O N-((1-((5-([4,4'-bipiperidin]-1-ylmethyl)-3',5'-dichloro-[1,1'-biphenyl]-3-yl)methyl)piperidin-4-yl)methyl)acetamide